3-butyl-7-chloro-5-(4-fluorophenyl)-8-methoxy-2,3-dihydro-1,5-benzothiazepin-4(5H)-one C(CCC)C1CSC2=C(N(C1=O)C1=CC=C(C=C1)F)C=C(C(=C2)OC)Cl